N-(3-((2-((3-fluoro-4-(4-methylpiperazin-1-yl)phenyl)amino)-5-(pyrrolidin-1-yl)-7H-pyrrolo[2,3-d]pyrimidin-4-yl)oxy)phenyl)acrylamide FC=1C=C(C=CC1N1CCN(CC1)C)NC=1N=C(C2=C(N1)NC=C2N2CCCC2)OC=2C=C(C=CC2)NC(C=C)=O